N1=CN=C2C1=CC1=CC=NC(C1=C2)=O imidazo[4,5-g]isoquinolin-5-one